2,5,6-trimethyl-(benzoyl)-2,4,4-trimethylpentylphosphine oxide CC(CP(C(C1=CC=CC=C1C)=O)=O)(CC(CC)(C)C)C